NC1=NN2C(C=C(C=C2)C=2C(=C(OCCC(C(C)(O)C3=CC=C(C=C3)F)(F)F)C(=CC2)C)F)=N1 5-(3-(2-amino-[1,2,4]triazolo[1,5-a]pyridin-7-yl)-2-fluoro-6-methylphenoxy)-3,3-difluoro-2-(4-fluorophenyl)pentan-2-ol